N-[(1S)-2-[[(7S)-6,7-dihydro-5-methyl-6-oxo-5H-dibenzo[b,d]azepin-7-yl]amino]-1-methyl-2-oxoethyl]-3,5-difluorophenylacetamide CN1C2=C(C3=C([C@@H](C1=O)NC([C@H](C)NC(CC1=CC(=CC(=C1)F)F)=O)=O)C=CC=C3)C=CC=C2